(S)-3,7-dimethyloct-6-enal C[C@H](CC=O)CCC=C(C)C